N-(4-(6-fluoro-3,4-dihydroisoquinolin-2(1H)-yl)-2,6-dimethylphenyl)-5-methylsulfanyl-azol-2-amine FC=1C=C2CCN(CC2=CC1)C1=CC(=C(C(=C1)C)NC=1NC(=CC1)SC)C